methyl 2-(7-((3,4-difluorophenyl) carbamoyl)-6-methyl-2,3-dihydro-1H-pyrrolizin-5-yl)-2-oxoacetate FC=1C=C(C=CC1F)NC(=O)C=1C(=C(N2CCCC12)C(C(=O)OC)=O)C